tert-butyl(3-(4-(2,6-dioxopiperidin-3-yl)benzofuran-2-yl)prop-2-yn-1-yl)carbamate C(C)(C)(C)OC(NCC#CC=1OC2=C(C1)C(=CC=C2)C2C(NC(CC2)=O)=O)=O